C(C)(=O)N1CC(C=2C3=C(C(NC2C1)=O)C=C(C=C3)F)=O 3-acetyl-8-fluoro-3,4-dihydrobenzo[c][1,7]naphthyridine-1,6(2H,5H)-dione